N-(3,3-difluorocyclobutyl)-2-(1-methylpiperidin-4-yl)benzo[d]thiazole-6-carboxamide FC1(CC(C1)NC(=O)C1=CC2=C(N=C(S2)C2CCN(CC2)C)C=C1)F